2-chloro-4-(2-chloro-4-fluorophenyl)-7-isopropoxyquinoline ClC1=NC2=CC(=CC=C2C(=C1)C1=C(C=C(C=C1)F)Cl)OC(C)C